[Cl-].C1=CC=CC=2C3=CC=CC=C3C(C12)COC(=O)N[C@@H](C[NH2+]CC(OCC(Br)(Br)Br)=O)COCCOCCOC(C)(C)C (S)-2-((((9H-fluoren-9-yl)methoxy)carbonyl)amino)-3-(2-(2-(tert-butoxy)ethoxy)ethoxy)-N-(2-oxo-2-(2,2,2-tribromoethoxy)ethyl)propan-1-aminium chloride